COC1=C(N=C(S1)OC)OC trimethoxythiazole